piperazine-2,6-Dion N1C(CNCC1=O)=O